C[C@@]1(O)[C@@H](O)[C@@H](O)[C@H](O)[C@H](O1)CO Methyl-α-D-mannopyranose